FC1(CN(CC(C1)N1S(C(CC1)C)(=O)=O)C(=O)OC1=CC=C(C=C1)Cl)F 4-chlorophenyl 3,3-difluoro-5-(5-methyl-1,1-dioxidoisothiazolidin-2-yl)piperidine-1-carboxylate